2-(methylsulfonyl)-5-(trifluoromethyl)benzamide sodium phosphate P(=O)([O-])([O-])[O-].[Na+].CS(=O)(=O)C1=C(C(=O)N)C=C(C=C1)C(F)(F)F.[Na+].[Na+]